CC=1C=C(C=CC1)/C=C/C(C)=O (E)-4-(3-methylphenyl)-3-buten-2-one